4-(4-hydroxy-3-methylphenyl)butan-2-one OC1=C(C=C(C=C1)CCC(C)=O)C